N[C@@H]1COCC12CCN(CC2)C=2C(NC(=CN2)SC2=C(C(=CC=C2)Cl)Cl)=O (S)-3-(4-Amino-2-oxa-8-azaspiro[4.5]decan-8-yl)-6-((2,3-dichlorophenyl)thio)pyrazin-2(1H)-on